N1(C=NC=C1)C=1C=C(CN(C2=CC=C(OCCOC=3C=C(N(C)C)C=CC3)C=C2)CC2=CC(=CC=C2)OC)C=CC1 3-(2-(4-((3-(1H-imidazol-1-yl)benzyl)(3-methoxybenzyl)amino)phenoxy)ethoxy)-N,N-dimethylaniline